rac-(1S*,2S*)-2-(5-chloro-1H-indazol-3-yl)-N-(4-(((6-cyclopropylimidazo[1,2-a]pyridin-2-yl)methyl)amino)pyridin-2-yl)cyclopropane-1-carboxamide ClC=1C=C2C(=NNC2=CC1)[C@@H]1[C@H](C1)C(=O)NC1=NC=CC(=C1)NCC=1N=C2N(C=C(C=C2)C2CC2)C1 |r|